[C@@H]12CNC[C@H]2C1OC1=NC(=CC(=C1)C(C)NC([O-])=O)C1=CC=C(C=C1)F (1-(2-(((1R,5S,6s)-3-azabicyclo[3.1.0]hexan-6-yl)oxy)-6-(4-fluorophenyl)pyridin-4-yl)ethyl)carbamate